BrC1=C(C=C2N=CC=3N(C(N4CC(OC1=C2C34)C3=CC=C(C=C3)F)=O)C)F 7-bromo-6-fluoro-9-(4-fluorophenyl)-2-Methyl-9,10-dihydro-8-oxa-2,4,10a-triazanaphtho[2,1,8-cde]azulene-1(2H)-one